N-Methyltetrahydrocarbazol CN1C2=CC=CC=C2C=2CCCCC12